2-(2-Chlorophenyl)-N-[4-(6-chloropyridin-3-yl)-3-sulfamoylphenyl]acetamide ClC1=C(C=CC=C1)CC(=O)NC1=CC(=C(C=C1)C=1C=NC(=CC1)Cl)S(N)(=O)=O